6-(5-(5-chloropyridin-3-yl)-1,2,4-oxadiazol-3-yl)-2-((2-(pyridin-3-yl)thiazol-5-yl)-methyl)pyridazin-3(2H)-one ClC=1C=C(C=NC1)C1=NC(=NO1)C=1C=CC(N(N1)CC1=CN=C(S1)C=1C=NC=CC1)=O